(R)-N-(2-((2-(dimethylamino)-ethyl)(methyl)-amino)-4-methoxy-5-((4-(3-(3-phenoxyphenyl)isoxazolidin-2-yl)pyridin-2-yl)amino)phenyl)acrylamide CN(CCN(C1=C(C=C(C(=C1)OC)NC1=NC=CC(=C1)N1OCC[C@@H]1C1=CC(=CC=C1)OC1=CC=CC=C1)NC(C=C)=O)C)C